S(=O)(=O)(ON1[C@@H]2CC[C@H](N(C1=O)C2)C(NC(=O)C2CCN(CC2)C)=N)[O-].[Na+] Sodium (2S,5R)-2-(N-(1-methylpiperidine-4-carbonyl)carbamimidoyl)-7-oxo-1,6-diazabicyclo[3.2.1]octan-6-yl Sulfate